methyl (3R)-3-[[(5R)-3-(3,5-difluorophenyl)-5-methyl-4H-isoxazole-5-carbonyl] amino]-2,3-dihydrofuran-5-carboxylate FC=1C=C(C=C(C1)F)C1=NO[C@](C1)(C(=O)N[C@H]1COC(=C1)C(=O)OC)C